6-chloro-7-fluoro-2-(5-(1-fluoroethyl)-4H-1,2,4-triazol-3-yl)-5-methoxy-3-(1H-pyrazol-4-yl)-1H-indole ClC1=C(C=C2C(=C(NC2=C1F)C1=NN=C(N1)C(C)F)C=1C=NNC1)OC